2,3-bis(benzoyloxy)succinic acid monohydrate O.C(C1=CC=CC=C1)(=O)OC(C(=O)O)C(C(=O)O)OC(C1=CC=CC=C1)=O